N-(2-chloro-3-mercaptophenyl)benzamide ClC1=C(C=CC=C1S)NC(C1=CC=CC=C1)=O